C(C)(C)(C)C=1C=2N(CCN1)N=C(C2C2=CC=NC=C2)NC2=CC=C(C=C2)C(F)(F)F tert-butyl-3-(pyridin-4-yl)-2-[4-(trifluoromethyl)anilino]-6,7-dihydropyrazolo[1,5-a]pyrazine